ClC1=CC=C(CNC(=O)NC2CC3(C2)CNCC3)C=C1 1-(4-chlorobenzyl)-3-((2r,4s)-6-azaspiro[3.4]Oct-2-yl)urea